(2r,3r)-3-(3-(4-trifluoromethoxyphenyl)isoxazol-5-yl)-2-(2,4-difluorophenyl)-1-(1H-tetrazol-1-yl)butan-2-ol FC(OC1=CC=C(C=C1)C1=NOC(=C1)[C@@H]([C@@](CN1N=NN=C1)(O)C1=C(C=C(C=C1)F)F)C)(F)F